Phenyl-p-toluenesulfonic acid C1(=CC=CC=C1)CC1=CC=C(C=C1)S(=O)(=O)O